C(C)C=1N(C=C([N+]1C)C)C 2-ethyl-1,3,4-trimethylimidazolium